FC=1C=CC(=NC1OC)C=1N=NN(C1)C=1C=C2CN(C(C2=CC1)=O)C1C(NC(CC1)=O)=O 3-(5-(4-(5-fluoro-6-methoxypyridin-2-yl)-1H-1,2,3-triazol-1-yl)-1-oxoisoindolin-2-yl)piperidine-2,6-dione